(2S)-1-((1-(3-chloro-6,7,8,9-tetrahydropyrido[3,2-b]indolizin-7-yl)-2-oxopyrrolidin-3-yl)oxy)propan ClC1=CC=2C=C3CC(CCN3C2N=C1)N1C(C(CC1)OCCC)=O